2,5-di(4-aminophenyl)pyridine NC1=CC=C(C=C1)C1=NC=C(C=C1)C1=CC=C(C=C1)N